C(C)(C)(C)OC(N(CCCNC(=O)C1=CC2=CC=CC(=C2C=C1)C1=CC=C(C=C1)C(F)(F)F)C)=O.BrC1=C(C=CC(=C1)S(F)(F)(F)(F)F)OC 2-bromo-1-methoxy-4-(pentafluorosulfanyl)benzene Tert-Butyl-methyl(3-(5-(4-(trifluoromethyl)phenyl)-2-naphthamido)propyl)carbamate